nicotinic acid 1-oxide C(C1=C[N+](=CC=C1)[O-])(=O)O